bis(2-hydroxyphenyl)oxalic acid diamide OC1=C(C=CC=C1)NC(C(=O)NC1=C(C=CC=C1)O)=O